ClC1=C(C(=CC=C1)C)C1(CC1)/C(/NOC(=O)C1=NN(C(=C1)C(F)F)CCS(=O)(=O)C)=N/[H] (Z)-1-(2-chloro-6-methylphenyl)-N-((5-(difluoromethyl)-1-(2-(methylsulfonyl)ethyl)-1H-pyrazole-3-carbonyl)oxy)cyclopropane-1-carboximidamide